(3aR,6aS)-tert-butyl 5-oxohexahydrocyclopenta[c]pyrrole-2(1H)-carboxylate O=C1C[C@@H]2[C@@H](CN(C2)C(=O)OC(C)(C)C)C1